1-(benzo[d][1,3]dioxol-5-yl)-3-(isoindolin-2-yl)propan-1-one O1COC2=C1C=CC(=C2)C(CCN2CC1=CC=CC=C1C2)=O